FC1=C(C=C(C=C1)F)[C@H]1OC[C@@H](C[C@@H]1N)N1CC=2NC=3C=CC(=CC3C2C1)OC (2R,3S,5R)-2-(2,5-difluorophenyl)-5-(7-methoxy-3,4-dihydro-1H-pyrrolo[3,4-b]indol-2-yl)tetrahydropyran-3-amine